2-[(3-amino-4H-1,2,4-triazol-4-yl)amino]acetic acid NC1=NN=CN1NCC(=O)O